(1S,4S)-5-Benzyl-4-cyano-2,5-diazabicyclo[2.2.1]heptane-2-carboxylic acid tert-butyl ester C(C)(C)(C)OC(=O)N1[C@@H]2CN([C@](C1)(C2)C#N)CC2=CC=CC=C2